COC1=C(OC2=CC=C(C=N2)N2C(NC=3C2=NC=CC3)=O)C=CC(=C1)C 3-[6-(2-methoxy-4-methyl-phenoxy)-3-pyridinyl]-1H-imidazo[4,5-b]pyridin-2-one